2-(2,6-Dioxopiperidin-3-yl)-1-oxo-N-((R)-2,2,2-trifluoro-1-(3-fluoropyridin-2-yl)ethyl)isoindoline-5-carboxamide O=C1NC(CCC1N1C(C2=CC=C(C=C2C1)C(=O)N[C@@H](C(F)(F)F)C1=NC=CC=C1F)=O)=O